BrC(C(=O)NC1=NC=C(N=C1)OC1=C(C=C(C=C1)F)F)C 2-bromo-N-[5-(2,4-difluorophenoxy)pyrazin-2-yl]propanamide